ClC1=CC2=C(C(=N1)C1=C(C=CC=C1)C(C)C)N=CN2C 6-chloro-4-(2-isopropylphenyl)-1-methyl-1H-imidazo[4,5-c]pyridine